4-[(3S)-3-Aminopyrrolidin-1-yl]-5-(4-methyl-1H-1,3-benzodiazol-2-yl)-[3,4'-bipyridin]-2'-carbonitril N[C@@H]1CN(CC1)C1=C(C=NC=C1C1=NC2=C(N1)C=CC=C2C)C2=CC(=NC=C2)C#N